N-(2-(2-oxa-7-azaspiro[4.4]non-7-yl)pyrimidin-4-yl)-3-(2-fluoro-4-methoxyphenyl)isoxazol-5-amine C1OCCC12CN(CC2)C2=NC=CC(=N2)NC2=CC(=NO2)C2=C(C=C(C=C2)OC)F